N-(3-methylbut-2-en-1-yl)-N-(1,3-dimethyl-2,4-dioxo-1,2,3,4-tetrahydropyrimidin-5-yl)-2-chloroacetamide CC(=CCN(C(CCl)=O)C=1C(N(C(N(C1)C)=O)C)=O)C